ethyl-1-(6-(8-methoxyimidazo[1,2-a]pyrazin-6-yl)pyridazin-4-yl)ethan-1-amine C(C)C(C)(N)C1=CN=NC(=C1)C=1N=C(C=2N(C1)C=CN2)OC